cyclopentyldimethoxymethylsilane C1(CCCC1)[SiH2]C(OC)OC